FC1=C(C=CC(=C1)OC)C1=C(C=C2CNC(C2=C1)=O)OCC=1N=C(SC1)C 6-(2-fluoro-4-methoxyphenyl)-5-((2-methylthiazol-4-yl)methoxy)isoindolin-1-one